(1S,4S)-2-(2-chloro-4-nitro-phenyl)-5-methyl-2,5-diazabicyclo[2.2.1]heptane ClC1=C(C=CC(=C1)[N+](=O)[O-])N1[C@@H]2CN([C@H](C1)C2)C